C(C)(C)(C)OC(=O)N1CCN(CC1)C=C(C1=CC=CC=C1)C#N (E or Z)-4-[2-cyano-2-phenyl-vinyl]piperazine-1-carboxylic acid tert-butyl ester